NC=1C=CC(=C2CN(C(C12)=O)C/C(/C#N)=C/C)C1=CC(=C(C=C1)N)C(F)(F)F (2Z)-2-({7-amino-4-[4-amino-3-(trifluoromethyl)phenyl]-1-oxo-2,3-dihydro-1H-isoindol-2-yl}methyl)but-2-enenitrile